CN1N(N([SiH2][SiH2][SiH2]1)C)C trimethyl-triazatrisilinane